1-(4-nitrophenyl)-1,3-butanedione [N+](=O)([O-])C1=CC=C(C=C1)C(CC(C)=O)=O